CN1C(C=2N=CN([C@H]3[C@H](O)[C@H](O)[C@@H](CO)O3)C2N=C1NC)=O N1,N2-dimethylguanosine